tert-butyl (3s,4r)-4-(4-bromo-5-methyl-triazol-1-yl)-3-hydroxy-piperidine-1-carboxylate BrC=1N=NN(C1C)[C@H]1[C@H](CN(CC1)C(=O)OC(C)(C)C)O